C(C)(C)(C)CC(=O)C=1C(=NC=CC1O)OC tert-butyl-1-(4-Hydroxy-2-methoxy-3-pyridinyl)ethanone